C(CCCCCCC\C=C/C\C=C/CCCCC)C1(OCCC(O1)CCN(C)C)CCCCCCCC\C=C/C\C=C/CCCCC 2-(2,2-bis((9z,12z)-octadeca-9,12-dien-1-yl)-1,3-dioxan-4-yl)-N,N-dimethylethylamine